4-((4,4-difluoropiperidin-1-yl)methyl)-N-(3-((2,6-dioxopiperidin-3-yl)amino)phenyl)benzamide FC1(CCN(CC1)CC1=CC=C(C(=O)NC2=CC(=CC=C2)NC2C(NC(CC2)=O)=O)C=C1)F